(2-(4,4-dimethyl-1,4-dihydroquinazolin-2-yl)thiazol-4-yl)benzamide CC1(N=C(NC2=CC=CC=C12)C=1SC=C(N1)C1=C(C(=O)N)C=CC=C1)C